(1-(methyl-d3)-3-(oxetan-3-yloxy)-1H-pyrazol-4-yl)formamide C(N1N=C(C(=C1)NC=O)OC1COC1)([2H])([2H])[2H]